ClC1=CC=2N(C=C1)C(=NN2)[C@@H]2C[C@@H](CCC2)NC2=NC=C(C(=N2)NC2=CC=CC=C2)C(F)(F)F N2-[(1R,3S)-3-(7-chloro-[1,2,4]triazolo[4,3-a]pyridin-3-yl)cyclohexyl]-N4-phenyl-5-(trifluoromethyl)pyrimidine-2,4-diamine